ClC1=CC(=C(C=C1)C(=CC(O)C=1C(=C(C=CC1)C1CCN(CC1)C(=O)OC(C)(C)C)O)[2H])F tert-Butyl 4-(3-(3-(4-chloro-2-fluorophenyl)-1-hydroxyallyl-3-d)-2-hydroxyphenyl)piperidine-1-carboxylate